CC=1SC2=C(N1)C(=CC=C2CN)OC2=NC=C(C=C2)C(F)(F)F (2-methyl-4-[{5-(trifluoromethyl)pyridin-2-yl}oxy]benzo[d]thiazol-7-yl)methylamine